BrCC(=O)C1=CC=C(C=C1)S(=O)(=O)C 2-bromo-1-[4-(methylsulfonyl)phenyl]-1-ethanone